ClC=1C(=NC(=NC1)N[C@H]1[C@@H]([C@@H]2CC[C@H](C1)O2)O)C2=CC=C1C(C(=C(N(C1=C2)C(C)C)CN2[C@H](COC[C@@H]2C)C)C)=O 7-(5-chloro-2-(((1S,2S,3R,5R)-2-hydroxy-8-oxabicyclo[3.2.1]octan-3-yl)amino)pyrimidin-4-yl)-2-(((3S,5S)-3,5-dimethylmorpholino)methyl)-1-isopropyl-3-methylquinolin-4(1H)-one